CC(C(=O)O)CCCCCC(=O)O 2-methyl-octanedioic acid